C(CCCCCCC)C(CCCCCCCC)OC(CCCCCCCOC(=O)[C@H]1N(CC(C1)OC(C=C)=O)CCCCCC(OCCCCCCCCCCC)=O)=O.C(C)C1(COC1)COCCCCOCC1(COC1)CC 1,4-bis[(3-ethyl-3-oxetanyl)methoxy]butane [8-(1-octylnonoxy)-8-oxo-octyl](2S)-1-(6-oxo-6-undecoxy-hexyl)-4-prop-2-enoyloxy-pyrrolidine-2-carboxylate